FC(C1=CC=C(C=C1)C1=NN2C(=NC=3C=CC=CC3C2=N1)N[C@H]1C(NCCCC1)=O)F (3R)-3-({2-[4-(difluoromethyl)phenyl][1,2,4]triazolo[1,5-c]quinazolin-5-yl}amino)azepan-2-one